NCC=1C=C(C=CC1)N1C(N=C(C2=CC=C(C=C12)Cl)NC)=O 1-(3-(aminomethyl)phenyl)-7-chloro-4-(methylamino)quinazolin-2(1H)-one